Pyrazolo[4,3-e][1,2,4]triazine N1N=CC=2N=CN=NC21